3-[(dimethylamino)methyl]-N-(2-oxo-3,4-dihydro-1H-quinolin-6-yl)pyridine-4-carboxamide CN(C)CC=1C=NC=CC1C(=O)NC=1C=C2CCC(NC2=CC1)=O